(6-chloropyridin-3-yl)-3-(cis-3-(((S)-4,7,8-trimethyl-6-oxo-5,6,7,8-tetrahydropteridin-2-yl)amino)cyclobutyl)urea ClC1=CC=C(C=N1)NC(=O)N[C@@H]1C[C@@H](C1)NC1=NC=2N([C@H](C(NC2C(=N1)C)=O)C)C